C(C=C)(=O)N1CCN(CC1)C1N(C2=CC(=C(C=C2C=C1)F)C1=C(C=C(C=C1)OC)F)C1=C(C=CC=C1)C(C)C (4-Acryloylpiperazin-1-yl)-6-fluoro-7-(2-fluoro-4-methoxyphenyl)-1-(2-isopropylphenyl)quinoline